NC1=C(C=C(C=N1)C=1C=C2N(N1)CCC21CN(CC1)C(=O)NC(C)(C)C1=CC=NC=C1)O[C@H](C)C=1C=NC=CC1 2'-{6-amino-5-[(1R)-1-(pyridin-3-yl)ethoxy]pyridin-3-yl}-N-[2-(pyridin-4-yl)propan-2-yl]-5',6'-dihydrospiro[pyrrolidine-3,4'-pyrrolo[1,2-b]pyrazole]-1-carboxamide